carbon pentat-pentene C(=C)(C)CC.C(=C)(C)CC.C(=C)(C)CC.C(=C)(C)CC.C(=C)(C)CC.[C]